ClC=1C=C(C=CC1)[C@H](CN1C[C@H](CCC1)COC1=CC=C(C=C1)S(=O)(=O)C)O |o1:7| (R) or (S)-1-(3-chlorophenyl)-2-((S)-3-((4-(methylsulfonyl)phenoxy)methyl)piperidin-1-yl)ethan-1-ol